NC1=C(C(=NC=2N1N=CN2)C)CC2=CC=C(C(=N2)Cl)C#N 6-({7-amino-5-methyl-[1,2,4]triazolo[1,5-a]pyrimidin-6-yl}methyl)-2-chloropyridine-3-carbonitrile